C(CCC)(C1=C(C=C(C(=C1)C(C)(C)C)O)C)C1=C(C=C(C(=C1)C(C)(C)C)O)C 4,4'-Butyliden-bis-(6-tert-butyl-3-methylphenol)